C12(CC3CC(CC(C1)C3)C2)NC2=CC=C(C=C2)[C@@H]2N([C@H](CC3=CC(=CC=C23)OC)C2CCC2)C(C#C[Si](C)(C)C)=O 1-((1S,3R)-1-(4-(((3R,5R,7R)-adamantan-1-yl)amino)phenyl)-3-cyclobutyl-6-methoxy-3,4-dihydroisoquinolin-2(1H)-yl)-3-(trimethylsilyl)prop-2-yn-1-one